2-[(2-fluorophenoxy)methyl]-4-[5-(trifluoromethyl)-1,2,4-oxadiazol-3-yl]pyridine FC1=C(OCC2=NC=CC(=C2)C2=NOC(=N2)C(F)(F)F)C=CC=C1